FC1=C(C#N)C=CC(=C1)C1=NC=2C(=NC=CC2N2CCC3(CCNC3)CC2)N1C1=C(C=C(C=C1)N1C[C@H](CC1)OC)F (S)-2-fluoro-4-(3-(2-fluoro-4-(3-methoxypyrrolidin-1-yl)phenyl)-7-(2,8-diazaspiro[4.5]decan-8-yl)-3H-imidazo[4,5-b]pyridin-2-yl)benzonitrile